C(#N)C=1C=CC(=C(C1)C1=CC(=NC=C1C(=O)NC=1SC2=C(N1)CN(C2)C(C2=NC(=CC=C2)C)=O)C)OC 4-(5-Cyano-2-methoxyphenyl)-6-methyl-N-(5-(6-methylpicolinoyl)-5,6-dihydro-4H-pyrrolo[3,4-d]thiazol-2-yl)nicotinamide